methyl (R)-4-(3-fluoro-2-((R)-1-fluoroethyl) phenyl)-2-(fluoromethyl)-5-oxo-1,4,5,7-tetrahydrofurano[3,4-b]pyridine-3-carboxylate FC=1C(=C(C=CC1)[C@@H]1C2=C(NC(=C1C(=O)OC)CF)COC2=O)[C@@H](C)F